(2R,3R,4S,5R)-2-(6-amino-9H-purin-9-yl)-5-(hydroxymethyl)-tetrahydrofuran-3,4-diol NC1=C2N=CN(C2=NC=N1)[C@@H]1O[C@@H]([C@H]([C@H]1O)O)CO